ethyl 3-(2-(((6-(2-(7-chloroimidazo[1,5-a]pyridin-1-yl)acetamido)pyrimidin-4-yl) amino)methyl)-6-cyclopropylimidazo[1,2-a]pyridin-8-yl)-2,2-dimethylpropanoate ClC1=CC=2N(C=C1)C=NC2CC(=O)NC2=CC(=NC=N2)NCC=2N=C1N(C=C(C=C1CC(C(=O)OCC)(C)C)C1CC1)C2